CC=1NC=C(N1)CNC1CCCCC1 (1S,2S)-2-(((2-methyl-1H-imidazol-4-yl)methyl)amino)cyclohexan